C(C)(C)(C)OC(=O)N1CCC(CC1)OC1CC(C1)N1CCC(CC1)C=1C(=C(C(=CC1)C(=O)OC)C(=O)[O-])C methyl 4-[1-[3-[(1-tert-butoxy carbonyl-4-piperidyl)oxy]cyclobutyl]-4-piperidyl]-3-methyl-benzene-1,2-dicarboxylate